ClC=1C(=C(C=CC1)C)[C@@]1(CNCC1)NC1=CC=C2C(=CC=NC2=C1)C [(S)-3-(3-chloro-2-tolyl)-3-pyrrolidinyl](4-methyl-7-quinolyl)amine